cyclopentaindole N1=CC=C2C=CC=3C(=C12)C=CC3